FC(C1=NC2=CC=C(C=C2C=C1)B(O)O)(F)F [2-(TRIFLUOROMETHYL)QUINOLIN-6-YL]BORONIC ACID